BrC=1C(=NN(C1)C)NC=1SC(=CN1)C(=O)NC1=C(C(=CC=C1Cl)O)F 2-((4-Bromo-1-methyl-1H-pyrazol-3-yl)amino)-N-(6-chloro-2-fluoro-3-hydroxyphenyl)thiazole-5-carboxamide